C(OC[C@H]1N(CCC1)C1=NC=C(C(=N1)NCC1=CC(=C(C=C1)OC)Cl)C(NCC1=NC=CC=N1)=O)(OCCCC[C@@H](CO[N+](=O)[O-])O[N+](=O)[O-])=O ((S)-1-(4-(3-chloro-4-methoxybenzylamino)-5-(pyrimidin-2-ylmethylcarbamoyl) pyrimidin-2-yl)pyrrolidin-2-yl)methyl (S)-5,6-bis(nitrooxy)hexyl carbonate